N-benzyl-3-[4-(trifluoromethyl)phenyl]propanamid C(C1=CC=CC=C1)NC(CCC1=CC=C(C=C1)C(F)(F)F)=O